2-(((3-butyl-3-ethyl-7-(methylsulfonyl)-1,1-dioxido-5-phenyl-2,3,4,5-tetrahydro-1,2,5-benzothiadiazepin-8-yl)methyl)thio)acetic acid C(CCC)C1(NS(C2=C(N(C1)C1=CC=CC=C1)C=C(C(=C2)CSCC(=O)O)S(=O)(=O)C)(=O)=O)CC